C(C)N(C=NC1=C(C=C(C(=C1)C)NC1=CC(=C(C=C1)F)OC)C)C N-ethyl-N'-(4-((4-fluoro-3-methoxyphenyl)amino)-2,5-dimethylphenyl)-N-methylformimidamide